2-(pyrimidin-4-yl)acetic acid N1=CN=C(C=C1)CC(=O)O